[(3S,5R)-5-(2,4-dioxo-3H-pyrimidin-1-yl)-3-methoxy-2-[(trifluoromethanesulfonyloxy) methyl]oxolan-2-yl]methyl trifluoromethanesulfonate FC(S(=O)(=O)OCC1(O[C@H](C[C@@H]1OC)N1C(NC(C=C1)=O)=O)COS(=O)(=O)C(F)(F)F)(F)F